BrC1=CC=C2CCN3C(C2=C1)CCC3=O 9-bromo-1,5,6,10b-tetrahydropyrrolo[2,1-a]isoquinolin-3(2H)-one